N1(CCOCC1)C1=CC=C(C(=O)NC2CCC(CC2)NC2=CC(=NC3=CC=CC=C23)C(F)(F)F)C=C1 4-(morpholin-4-yl)-N-[(1s,4s)-4-{[2-(trifluoromethyl)quinolin-4-yl]amino}cyclohexyl]benzamide